(R)-N-(5-(5-cyclopropyl-1,2,4-oxadiazol-3-yl)-2,3-dihydro-1H-inden-1-yl)acetamide C1(CC1)C1=NC(=NO1)C=1C=C2CC[C@H](C2=CC1)NC(C)=O